(1R,3R)-3-[(7S)-2-[(R)-[2-(difluoromethoxy)-5-fluorophenyl](hydroxy)methyl]-6-(methoxycarbonyl)-7-methyl-3H,6H,7H,8H-imidazo[4,5-f]quinolin-3-yl]cyclohexane-1-carboxylic acid FC(OC1=C(C=C(C=C1)F)[C@H](C1N(C=2C(C3=CC[C@@H](N(C3=CC2)C(=O)OC)C)=N1)[C@H]1C[C@@H](CCC1)C(=O)O)O)F